tert-butyl 2-(4-chloro-3-fluorophenyl)-6,7-dihydropyrazolo[1,5-a]pyrazine-5(4H)-carboxylate ClC1=C(C=C(C=C1)C1=NN2C(CN(CC2)C(=O)OC(C)(C)C)=C1)F